1-cyclopropyl-6-fluoro-7-(4-(2-(naphthalen-1-yl)ethyl)-piperazin-1-yl)-4-oxo-1,4-dihydroquinoline-3-carboxylic acid C1(CC1)N1C=C(C(C2=CC(=C(C=C12)N1CCN(CC1)CCC1=CC=CC2=CC=CC=C12)F)=O)C(=O)O